C(C)(C)(C)OC(N([C@@H]1CN(C2(CC2)CC1)CC1=CC=CC=C1)CC1=CC=CC=C1)=O (S)-benzyl-(4-benzyl-4-azaspiro[2.5]oct-6-yl)carbamic acid tert-butyl ester